CN([C@@]1(C([C@](CCC1)(C)O)=O)C1=CC=C(C=C1)C(F)(F)F)C (2R,6R)-2-dimethylamino-6-hydroxy-6-methyl-2-(4-(trifluoromethyl)phenyl)cyclohexan-1-one